C(=O)(OCC1C2=CC=CC=C2C2=CC=CC=C12)N1C(CN(CC1)C(=O)OC(C)(C)C)C(=O)O 1-Fmoc-4-(tert-butoxycarbonyl)piperazine-2-carboxylic acid